C(C1=CC=CC=C1)OC=1C=C(C(=O)O)C=C(C1OCC1=CC=CC=C1)OC(F)F 3,4-bis(benzyloxy)-5-(difluoromethoxy)benzoic acid